C1N(CC12CNC2)C2=CC=C(C=N2)C2C(NC(CC2)=O)=O 3-(6-{2,6-diazaspiro[3.3]heptan-2-yl}pyridin-3-yl)piperidine-2,6-dione